CC1=NC2=CC=CC(=C2C(N1C1C(NC(CC1)=O)=O)=O)NCCOCCN1CCOCC1 3-(2-methyl-5-((2-(2-morpholinoethoxy)ethyl)amino)-4-oxoquinazolin-3(4H)-yl)piperidine-2,6-dione